((4r,5s,7r,8r,9s,10r)-8,10-dihydroxy-7-(hydroxymethyl)-9-(4-(3,4,5-trifluorophenyl)-1H-1,2,3-triazol-1-yl)-1,6-dioxaspiro[4.5]dec-4-yl)-2'-fluoro-[1,1'-biphenyl]-3-carboxamide O[C@H]1[C@H](O[C@@]2([C@H](CCO2)C2=C(C=CC=C2C(=O)N)C2=C(C=CC=C2)F)[C@@H]([C@H]1N1N=NC(=C1)C1=CC(=C(C(=C1)F)F)F)O)CO